6-methyl-5-(4-(((5-phenyl-1,3,4-thiadiazol-2-yl)methyl)carbamoyl)-1H-1,2,3-triazol-1-yl)picolinamide CC1=C(C=CC(=N1)C(=O)N)N1N=NC(=C1)C(NCC=1SC(=NN1)C1=CC=CC=C1)=O